C(C)(C)(C)OC(=O)N1C[C@H](CC1)OC=1SC=C(N1)C(F)(F)F.C(C=C)C1(CCC2=CC=CC=C12)CC=C diallyl-indane (S)-tert-butyl-3-(4-(trifluoromethyl)thiazol-2-yloxy)pyrrolidine-1-carboxylate